O=C(CN1C(C2=CC=CC=C2C1)=O)N1CC2=CC=C(C=C2CC1)N1CCN(CC1)C(C)C 2-(2-oxo-2-{6-[4-(propan-2-yl)piperazin-1-yl]-1,2,3,4-tetrahydroisoquinolin-2-yl}ethyl)-2,3-dihydro-1H-isoindol-1-one